N-(3-(2,2-difluoro-2-phenylacetylamino)-2,4-difluorophenyl)benzamide FC(C(=O)NC=1C(=C(C=CC1F)NC(C1=CC=CC=C1)=O)F)(C1=CC=CC=C1)F